C1(CC1)C1=C(C(=NO1)C1=C(C=CC=C1Cl)Cl)COC1=CC=C(C=C1)C(C)=O 1-(4-((5-cyclopropyl-3-(2,6-dichlorophenyl)isoxazol-4-yl)methoxy)phenyl)ethan-1-one